O1C(CCCC1)N1N=CC=2C1=NC=NC2 (tetrahydro-2H-pyran-2-yl)-1H-pyrazolo[3,4-d]pyrimidine